BrC=1C=C(C=CC1)C(CCC)N(C(OC(C)(C)C)=O)C tert-butyl (1-(3-bromophenyl)butyl)(methyl)carbamate